alpha-isobutylamino-17beta-[(R)-1-hydroxy-1-allyl-ethyl]androsta-5-en-3beta-ol C(C(C)C)NC[C@@]12[C@H](CC[C@H]1[C@@H]1CC=C3C[C@H](CC[C@]3(C)[C@H]1CC2)O)[C@@](C)(CC=C)O